ClC1=CC=2[C@](C3=CC=CC=C3C2C=C1)(C(=O)N1[C@H]2CC([C@@H]([C@H]1C(=O)N[C@H](C[C@H]1C(NCCC1)=O)C#N)CC2)(F)F)O (1R,3S,4R)-2-((R)-2-chloro-9-hydroxy-9H-fluorene-9-carbonyl)-N-((R)-1-cyano-2-((S)-2-oxopiperidin-3-yl)ethyl)-5,5-difluoro-2-azabicyclo[2.2.2]octane-3-carboxamide